C(#N)C1=CC=2N(N=C1)C(=CC2)C2=NC=C(C(=O)NC[C@H](C(C)(C)O)F)C(=C2)NC2CCC(CC2)C=2C=NN(C2)C2CC2 6-(3-cyanopyrrolo[1,2-b]pyridazin-7-yl)-4-(((1r,4R)-4-(1-cyclopropyl-1H-pyrazol-4-yl)cyclohexyl)amino)-N-((R)-2-fluoro-3-hydroxy-3-methylbutyl)nicotinamide